N1N=CC=C1COC=1C=C2C=C(N=CC2=CC1)C(=O)NC1=CC(=CC=C1)[C@H](C)SC1=NN=CN1C (S)-6-((1H-pyrazol-5-yl)methoxy)-N-(3-(1-((4-methyl-4H-1,2,4-triazol-3-yl)thio)ethyl)phenyl)isoquinoline-3-carboxamide